Ethyl 3-(1-ethyl-4-methyl-1H-benzotriazol-5-yl)-3-(7-{[(2R)-2-ethyl-7-methyl-2,3-dihydropyrido[2,3-f][1,4]oxazepin-4(5H)-yl]methyl}-1-benzothiophen-5-yl)propanoate C(C)N1N=NC2=C1C=CC(=C2C)C(CC(=O)OCC)C=2C=C(C1=C(C=CS1)C2)CN2C[C@H](OC1=C(C2)N=C(C=C1)C)CC